4-(4-bromophenyl)morpholine (±)-tert-butyl-5-methoxy-4-(((trans)-2-(4-(methoxycarbonyl)phenyl)-4-(2-oxopyrrolidin-1-yl)piperidin-1-yl)methyl)-7-methyl-1H-indole-1-carboxylate C(C)(C)(C)OC(=O)N1C=CC2=C(C(=CC(=C12)C)OC)CN1[C@H](C[C@@H](CC1)N1C(CCC1)=O)C1=CC=C(C=C1)C(=O)OC.BrC1=CC=C(C=C1)N1CCOCC1 |r|